C(C)(C)(C)OC(=O)N1CC(C(C(C1)C)O)C=1N=NC(=CC1)OC 4-hydroxy-3-(6-methoxypyridazin-3-yl)-5-methylpiperidine-1-carboxylic acid tert-butyl ester